C(C(C)(C)C)(=O)OCC(CC(COC(C(C)(C)C)=O)CC)CC 2,4-diethyl-1,5-pentanediol dipivalate